FC1=CC=C(C=C1)C=CC1=CC=C(C=C1)F di(p-fluorophenyl)ethylene